[4-[2-(2,2-dimethylmorpholin-4-yl)ethoxy]phenyl]acetic acid CC1(CN(CCO1)CCOC1=CC=C(C=C1)CC(=O)O)C